Methyl (S)-3-((tert-butoxycarbonyl)amino)-3-(3-(4,4,5,5-tetramethyl-1,3,2-dioxaborolan-2-yl)phenyl)propanoate C(C)(C)(C)OC(=O)N[C@@H](CC(=O)OC)C1=CC(=CC=C1)B1OC(C(O1)(C)C)(C)C